FC=1C=C(C(=NC1)O)C1(CC1)NC1=NC=2N(C=C1)N=CC2C(=O)O 5-((1-(5-fluoro-2-hydroxypyridin-3-yl)cyclopropyl)amino)pyrazolo[1,5-a]Pyrimidine-3-carboxylic acid